ClC1=C(C(=O)OC)C=CC(=C1CN1C(N([C@H](C2=CC=C(C=C12)C(NCC1=C(C=C(C=C1F)F)F)=O)C)C)=O)F (S)-methyl 2-chloro-3-((3,4-dimethyl-2-oxo-7-((2,4,6-trifluorobenzyl)carbamoyl)-3,4-dihydroquinazolin-1(2H)-yl)methyl)-4-fluorobenzoate